1-Methyl-2-oxo-N-((8-(trifluoromethyl)-10H-phenoxazin-3-yl)methyl)-1,2-dihydropyridine-4-carboxamide CN1C(C=C(C=C1)C(=O)NCC=1C=CC=2NC3=CC(=CC=C3OC2C1)C(F)(F)F)=O